C1(=CC=CC=2SC3=CC=CC=C3SC12)C=1C=C2C=CC(=C(C2=CC1)C1=C(C=CC2=CC(=CC=C12)C1=CC=CC=2SC3=CC=CC=C3SC12)OC=1C=CC(=C(C1)C1=CC=CC=C1)CO)OC=1C=CC(=C(C1)C1=CC=CC=C1)CO [(6,6'-di(thianthren-1-yl)[1,1'-binaphthalene]-2,2'-diyl)bis(oxy[1,1'-biphenyl]-5,2-diyl)]dimethanol